C(C)[S@@](=O)C[C@@H]1[C@H](N(C1)C=1C=CC(=C2C=C(N=CC12)NC1=NC(=NC=C1)N1C[C@@H]([C@@H](CC1)OC)F)C(C)C)C 8-((2R,3S)-3-(((R)-ethylsulfinyl)Methyl)-2-methylazetidin-1-yl)-N-(2-((3S,4R)-3-fluoro-4-methoxypiperidin-1-yl)pyrimidine-4-yl)-5-isopropylisoquinolin-3-amine